[C@H]12OCC[C@@H]2C[C@H]1NC(=O)C1=CN=C2N1N=C(C=C2NC([2H])([2H])[2H])NC=2C(N(C=CC2)C2=NC=CC=C2)=O N-((1R,5S,7R)-2-oxabicyclo[3.2.0]heptan-7-yl)-8-((methyl-d3)amino)-6-((2-oxo-2H-[1,2'-bipyridin]-3-yl)amino)imidazo[1,2-b]pyridazine-3-carboxamide